C(C1=CC=CC=C1)O[C@@H]1C(C[C@@](C1)(C(=O)[O-])CC1=CC(=CC=C1)C1=NC=C(C=N1)Br)(F)F |o1:8,11| (1R*,4S*)-4-(benzyloxy)-1-(3-(5-bromopyrimidin-2-yl)benzyl)-3,3-difluorocyclopentane-1-carboxylate